C(CCCCCCCCC)N(C(CCCCCC(CCCCCC(=O)N(CCCCCCCCCC)CCCCCCCCCC)O)=O)CCCCCCCCCC N1,N1,N13,N13-tetrakis(decyl)-7-hydroxytridecanediamide